(2S-cis)-2,4-pyrrolidinedicarboxylic acid N1[C@@H](C[C@@H](C1)C(=O)O)C(=O)O